C(C)OC([C@H](C(C)C)NC(=O)C1=CC(=NN1CCO)C1=CC(=CC=C1)C=1OC(=CN1)C(NC(CC)CC)=O)=O.N1(N=NC2=C1C=CC=C2)O[P+](N(C)C)(N(C)C)N(C)C benzotriazol-1-yloxytris(dimethylamino)phosphonium (S)-ethyl-2-(1-(2-hydroxyethyl)-3-(3-(5-(pentan-3-ylcarbamoyl)oxazol-2-yl)phenyl)-1H-pyrazole-5-carboxamido)-3-methylbutanoate